Methyl 2-((3S,6R,8R)-3-sec-butyl-5-(hex-5-ynyl)-6-isopropyl-10,10,11,11-tetramethyl-1-((R)-1-methylpiperidin-2-yl)-1,4-dioxo-9-oxa-2,5-diaza-10-siladodecan-8-yl)thiazole-4-carboxylate C(C)(CC)[C@H](NC(=O)[C@@H]1N(CCCC1)C)C(N([C@H](C[C@@H](O[Si](C(C)(C)C)(C)C)C=1SC=C(N1)C(=O)OC)C(C)C)CCCCC#C)=O